CN1C=C(C=CC1=O)C#CC1=CC=C(OC=2N=NNC2C(=O)O)C=C1 4-(4-((1-methyl-6-oxo-1,6-dihydropyridin-3-yl)ethynyl)phenoxy)-1H-1,2,3-triazole-5-carboxylic acid